p-mentha-8-ene-1,2-diol C1(C(CC(CC1)C(=C)C)O)(C)O